C1(CC1)C=1C=NC2=CC=C(C=C2N1)C(C)=O (3-Cyclopropylquinoxalin-6-yl)ethan-1-one